2-(((2-(4-(7-chloro-1-methyl-2,3-dioxo-2,3-dihydropyrido[2,3-b]pyrazine-4(1H)-yl)piperidin-1-yl)pyrimidin-5-yl)methyl)(methyl)amino)acetamide ClC1=CC2=C(N(C(C(N2C)=O)=O)C2CCN(CC2)C2=NC=C(C=N2)CN(CC(=O)N)C)N=C1